4-(4-((1R,5S)-8-methyl-3,8-diazabicyclo[3.2.1]octan-3-yl)-2-((tetrahydro-1H-pyrrolizin-7a(5H)-yl)methoxy)quinazolin-7-yl)naphthalen-2-ol CN1[C@H]2CN(C[C@@H]1CC2)C2=NC(=NC1=CC(=CC=C21)C2=CC(=CC1=CC=CC=C21)O)OCC21CCCN1CCC2